sodium 2,2-difluoroethanol FC(CO)F.[Na]